CC1=CC=CC(=N1)C=1N=C2N(CCN2)C1C1=CC=C(C=C1)NC(OC(C)(C)C)=O tert-butyl (4-(6-(6-methylpyridin-2-yl)-2,3-dihydro-1H-imidazo[1,2-a]imidazol-5-yl)phenyl)carbamate